(S)-2-amino-4-((1-hydroxyhexan-2-yl)amino)-6-(4-(pyrrolidin-1-ylmethyl)benzyl)pyrimido[4,5-d]pyridazin-5(6H)-one NC=1N=C(C2=C(C=NN(C2=O)CC2=CC=C(C=C2)CN2CCCC2)N1)N[C@H](CO)CCCC